2,5-dichloro-6-[(R)-2-(3-chloro-2-hydroxy-propoxy)-1-methyl-ethylamino]-pyrimidine-4-carboxylic acid ClC1=NC(=C(C(=N1)C(=O)O)Cl)N[C@@H](COCC(CCl)O)C